FC=1C(=CC2=C(OC(CO2)(C)C)C1)C#N 7-fluoro-2,2-dimethyl-2,3-dihydrobenzo[b][1,4]dioxine-6-carbonitrile